C(C)(C)(C)C1=CC=C(C=C1)C1=NN(C2=CC=CC=C12)CC(C(=O)OC(=C)C(F)(F)F)(C)C 3,3,3-Trifluoroprop-1-en-2-yl 3-(3-(4-(tert-butyl)phenyl)-1H-indazol-1-yl)-2,2-dimethylpropanoate